bicyclo[2.2.1]heptene-2,3-dicarboxylic acid zinc [Zn].C12=C(C(C(CC1)C2)C(=O)O)C(=O)O